C(C=C)C=1C=C(C=CC1)C1=CC2=CC=CC=C2C=C1 3-allyl-(2-naphthyl)benzene